N-((5-(benzyloxy)-6-chloro-1H-indol-3-yl)methyl)-2-chloroacetamide C(C1=CC=CC=C1)OC=1C=C2C(=CNC2=CC1Cl)CNC(CCl)=O